2-((1-(2-(azetidin-1-yl)-6-methyl-4-oxo-4H-chromen-8-yl)ethyl)amino)benzoic acid N1(CCC1)C=1OC2=C(C=C(C=C2C(C1)=O)C)C(C)NC1=C(C(=O)O)C=CC=C1